ClCC1C(CN(C1)C1=CC(NC2=CC=CC=C12)=O)NS(=O)(=O)N N-(4-(chloromethyl)-1-(2-oxo-1,2-dihydroquinolin-4-yl)pyrrolidin-3-yl)sulfamide